COCCOCCNC(C)=O N-[2-(2-methoxy-ethoxy)-ethyl]-acetamide